C(C)(C)N1N=C(C=2C=NC(=CC21)NC2=NC(=NC=C2)N2CCC(CC2)OC)C(=O)N 1-isopropyl-6-((2-(4-methoxypiperidin-1-yl)pyrimidin-4-yl)amino)-1H-pyrazolo[4,3-c]pyridine-3-carboxamide